C1(=CC=CC=C1)S(=O)(=O)N1N=C(C2=C(C=CC=C12)Br)N1CCC(CC1)C(=O)OC methyl 1-[1-(benzenesulfonyl)-4-bromoindazol-3-yl]piperidine-4-carboxylate